3-propoxytitanium bis(ethyl acetoacetate) C(C)CC(CC(=O)[O-])=O.C(C)CC(CC(=O)[O-])=O.CCCO[Ti+2]